FC(C=1C=C2C=CNC2=CC1)(F)F 5-(trifluoromethyl)-indole